C(C1=CC=CC=C1)C1CN(C1)C(=O)C1=CN(C2=C1C(N(C=C2C)C)=O)C 3-((3-benzylazetidin-1-yl)carbonyl)-1,5,7-trimethyl-1,5-dihydro-4H-pyrrolo[3,2-c]pyridin-4-one